(3-hexyl)-phosphine CCC(CCC)P